Allyliodid C(C=C)I